C(C1=CC=CC=C1)OC(CCN1CCN(CCC1)C(=O)OC(C)(C)C)CCCO tert-butyl 4-[3-(benzyloxy)-6-hydroxyhexyl]-1,4-diazepane-1-carboxylate